FC1=C(C(=CC=C1)C)[C@H]1C[C@H](CC1)C1=CC=2C(=NC=CN2)N(C1=O)CC1=NC=CC=C1C(F)(F)F 7-((1S,3R)-3-(2-Fluoro-6-methylphenyl)cyclopentyl)-5-((3-(trifluoromethyl)pyridin-2-yl)methyl)pyrido[2,3-b]pyrazin-6(5H)-one